C(C)(C)(C)C(=O)C methyl tert-butyl ketone